6-(3,4-difluorobenzyl)-5-(methoxymethyl)-2-(5-methyl-2-((1-methyl-1H-pyrazol-5-yl)amino)pyrimidin-4-yl)-5,6-dihydropyrazolo[1,5-c]pyrimidin-7(4H)-one FC=1C=C(CN2C(N3C(CC2COC)=CC(=N3)C3=NC(=NC=C3C)NC3=CC=NN3C)=O)C=CC1F